C1(=CC=CC=C1)N(C(=S)F)C(C)C#CC1=CC=CC=C1 phenyl-(4-phenylbut-3-yn-2-yl)aminothiocarbonyl fluoride